ClC1=CC(=C(C=C1C(F)(F)F)NC(=NC#N)N1[C@H]2CC[C@@H]1CC=1C(=NC=CC12)F)F (5S,8R)-N-(4-Chloro-2-fluoro-5-(trifluoromethyl)phenyl)-N'-cyano-1-fluoro-6,7,8,9-tetrahydro-5H-5,8-epiminocyclohepta[c]pyridine-10-carboximidamide